BrC=1C=CC(=C(C1)NC(C)=O)C N-(5-bromo-2-methylphenyl)acetamide